hexahydro-1,3,5-triethyls-triazine C(C)N1CN(CN(C1)CC)CC